(2,6-Dichloropyridin-4-yl)methyl (S)-2-amino-5,5,5-trifluoropentanoate hydrochloride Cl.N[C@H](C(=O)OCC1=CC(=NC(=C1)Cl)Cl)CCC(F)(F)F